OC1=CC=C(C=C1)C(=C(CC)C1=CC=C(C=C1)O)C1=CC=C(C=C1)N1CCC(CC1)CN1CCC(CC1)C=1C=C2C(N(C(C2=CC1F)=O)C1C(NC(CC1)=O)=O)=O 5-(1-((1-(4-(1,2-bis(4-hydroxyphenyl)but-1-en-1-yl)phenyl)piperidin-4-yl)methyl)piperidin-4-yl)-2-(2,6-dioxopiperidin-3-yl)-6-fluoroisoindoline-1,3-dione